F[C@H]1CN(CC[C@H]1N1CCNCC1)C=1C(=CC(=NC1C)C1CNCCC1)C 3-(5-((3S,4R)-3-fluoro-4-(piperazin-1-yl)piperidin-1-yl)-4,6-dimethylpyridin-2-yl)piperidine